[K].C(=C)C1=C(C=CC=C1)C=C divinylbenzene, potassium salt